benzyl N-[8-hydroxy-1-(7-hydroxyheptyl)octyl]-N-[2-(1-methylpyrrolidin-2-yl)ethyl]carbamate OCCCCCCCC(CCCCCCCO)N(C(OCC1=CC=CC=C1)=O)CCC1N(CCC1)C